C(CCCCCCCCCCC)(=O)[O-].C(CCCCCCCCCCC)(=O)[O-].C(CCCCCCCCCCC)(=O)[O-].C1(=CC=CC=C1)[Sn+3] phenyl-tin trilaurate